O[C@H]1[C@@H](O[C@@H]([C@H]1O)CO)C=1C=NCN(C1)C1COCC1 5-((2S,3R,4S,5R)-3,4-dihydroxy-5-(hydroxymethyl)tetrahydrofuran-2-yl)1-(tetrahydrofuran-3-yl)pyrimidine